C(C)(C)C1N(C(OC1)=O)C(C=CC1=CC=C(C=C1)OC(F)(F)F)=O 4-isopropyl-3-(3-(4-trifluoromethoxyphenyl)acryloyl)oxazolidin-2-one